C(C=C)(=O)NC=1C(=CC(=C(C1)NC1=NC=C(C(=N1)NC1=C(C=CC=C1)C1=NN(C=C1)C)C(=O)OC(C)C)OC)N(C)CCN(C)C Isopropyl 2-((5-acrylamido-4-((2-(dimethylamino) ethyl) (methyl) amino)-2-methoxyphenyl)amino)-4-((2-(1-methyl-1H-pyrazol-3-yl)phenyl)amino)pyrimidin-5-carboxylate